2-bromo-N-(cyclopropylmethyl)-6-(morpholine-4-sulfonyl)pyridin-3-amine BrC1=NC(=CC=C1NCC1CC1)S(=O)(=O)N1CCOCC1